4-Amino-5-fluoro-6-(7-fluoro-3-(methoxymethoxy)-8-((triisopropylsilyl)ethynyl)naphthalen-1-yl)nicotinic acid NC1=C(C(=NC=C1C(=O)O)C1=CC(=CC2=CC=C(C(=C12)C#C[Si](C(C)C)(C(C)C)C(C)C)F)OCOC)F